IC1=C(C2=C(N=CN=C2N)N1C)C(C)C 6-iodo-5-isopropyl-7-methyl-7H-pyrrolo[2,3-d]pyrimidin-4-amine